4-[4-(4-bromo-2-trifluoromethyl-benzoylamino)-phenyl]-3,6-dihydro-2H-pyridine-1-carboxylic acid tert-butyl ester C(C)(C)(C)OC(=O)N1CCC(=CC1)C1=CC=C(C=C1)NC(C1=C(C=C(C=C1)Br)C(F)(F)F)=O